N'-(4-((2,5-difluorophenyl)amino)-2,5-dimethylphenyl)-N-ethyl-N-methylformimidamide FC1=C(C=C(C=C1)F)NC1=CC(=C(C=C1C)N=CN(C)CC)C